tert-butyl (5-chloro-8-fluoro-2'-(methylsulfonyl)-4'-(1,4-oxazepan-4-yl)-3,4,5',8'-tetrahydro-2H-spiro[naphthalene-1,7'-pyrano[4,3-d]pyrimidin]-7-yl)carbamate ClC1=C2CCCC3(CC=4N=C(N=C(C4CO3)N3CCOCCC3)S(=O)(=O)C)C2=C(C(=C1)NC(OC(C)(C)C)=O)F